CC1=CC(=NC(=C1)C)C=1C(=C(C=CC1)C[C@@H]1N(CC([C@@H]1NS(=O)(=O)CC)(F)F)C(=O)C1(CC1)C)F N-[(2S,3R)-2-{[3-(4,6-dimethylpyridin-2-yl)-2-fluorophenyl]methyl}-4,4-difluoro-1-(1-methylcyclopropane-1-carbonyl)pyrrolidin-3-yl]ethanesulfonamide